4-Oxo-3-(4-(2,2,2-trifluoroethoxy)phenyl)-2-(trifluoromethyl)-4H-pyrido[1,2-a]pyrimidine-8-carbaldehyde O=C1C(=C(N=C2N1C=CC(=C2)C=O)C(F)(F)F)C2=CC=C(C=C2)OCC(F)(F)F